NC1=C2N=CN(C2=NC=N1)CC1=CC=NC(=C1)C1=C(C=C(C=C1)F)C(F)F 4-((6-amino-9H-purin-9-yl)methyl)-6-(2-(difluoromethyl)-4-fluorophenyl)pyridin